C1=CC=CC=2N(CC3=C(C#CC21)C=CC=C3)C(CCC(=O)NCCOCCOCC(=O)[O-])=O [2-(2-{[4-(11,12-Didehydrodibenzo[b,f]azocin-5(6H)-yl)-4-oxobutanoyl]amino}ethoxy)ethoxy]acetate